2-(2,3-dihydrobenzo[b][1,4]dioxin-2-yl)-4,5-dihydro-1H-imidazole-4,4,5-d3 O1C2=C(OCC1C=1NC(C(N1)([2H])[2H])[2H])C=CC=C2